ClC1=C(C=CC=C1)C1=CC2=C(N=C(N=C2)NC2=CC(=CC=C2)OC)N2C1=NCCC2 6-(2-chlorophenyl)-N-(3-methoxyphenyl)-9,10-dihydro-8H-pyrido[1,6-a:2,3-d']dipyrimidin-2-amine